FC1([C@@H](CN(C1)C1=NOC(C1)(C1=NC=C(C=C1C1=C(C=C(C=C1F)F)F)C)CO)NS(=O)(=O)C)F N-[(3R)-4,4-difluoro-1-{5-(hydroxymethyl)-5-[5-methyl-3-(2,4,6-trifluorophenyl)pyridin-2-yl]-4,5-dihydro-1,2-oxazol-3-yl}pyrrolidin-3-yl]methanesulfonamide